C/C(=C\\CNC1=C2C(=NC=N1)N(C=N2)[C@H]3[C@@H]([C@@H]([C@H](O3)COP(=O)([O-])OP(=O)([O-])[O-])O)O)/CO The molecule is a organophosphate oxoanion that is ADP(3-) substituted at position N-6 by a (2E)-4-hydroxy-3-methylbut-2-en-1-yl group; major structure at pH 7.3. It derives from an ADP(3-). It is a conjugate base of a 9-ribosyl-trans-zeatin 5'-diphosphate.